(R)-N-(1-(4-((4-amino-5-(3-methoxy-4-((6-methylpyridin-2-yl)oxy)phenyl)-7-methyl-7H-pyrrolo[2,3-d]pyrimidin-6-yl)ethynyl)piperidin-1-yl)-3-hydroxy-1-oxopropan-2-yl)acrylamide NC=1C2=C(N=CN1)N(C(=C2C2=CC(=C(C=C2)OC2=NC(=CC=C2)C)OC)C#CC2CCN(CC2)C([C@@H](CO)NC(C=C)=O)=O)C